C(C1=C(C(=CC(=C1)C(CC(C)(C)C)(C)C)N1N=C2C(=N1)C=CC=C2)O)C2=C(C(=CC(=C2)C(CC(C)(C)C)(C)C)N2N=C1C(=N2)C=CC=C1)O 2,2'-Methylenbis[6-(2H-benzotriazol-2-yl)4-(1,1,3,3-tetramethylbutyl)phenol]